(3R)-3-amino-5-[(4-chlorophenyl)methyl]-7-[5-[2-(difluoromethyl)morpholin-4-yl]-1,3,4-oxadiazol-2-yl]-1,1-dioxo-2,3-dihydro-1λ6,5-benzothiazepin-4-one N[C@H]1CS(C2=C(N(C1=O)CC1=CC=C(C=C1)Cl)C=C(C=C2)C=2OC(=NN2)N2CC(OCC2)C(F)F)(=O)=O